COC1=C2C(=CNC2=CC=C1)CCN1CCCC1 4-methoxy-3-(2-(pyrrolidin-1-yl)ethyl)-1H-indole